copper-zinc hydroxide [OH-].[Zn+2].[Cu+2].[OH-].[OH-].[OH-]